FC=1C(=CC(=NC1)C)C1=NC(=NC(=N1)C1=NC(=CC=C1)C(F)(F)F)NC1=CC(=NC=C1)C(F)(F)F 4-(5-fluoro-2-methyl-pyridin-4-yl)-6-(6-(trifluoromethyl)pyridin-2-yl)-N-(2-(trifluoromethyl)pyridin-4-yl)-1,3,5-triazin-2-amine